4-FLUORO-3-HYDROXYBENZALDEHYDE FC1=C(C=C(C=O)C=C1)O